2'-fluoro-6',7'-dihydrospiro[cyclobutane-1,8'-cyclopenta[e]pyrazolo[1,5-a]pyrimidine]-6'-carbonitrile FC1=NN2C(N=CC3=C2C2(CC3C#N)CCC2)=C1